O=C1N(CC2=C3C(=CC=C12)C1(CCN(CC1)CC1=CC=C2CCC(NC2=C1)=O)CO3)C3C(NC(CC3)=O)=O 3-(6-oxo-1'-((2-oxo-1,2,3,4-tetrahydroquinolin-7-yl)methyl)-6,8-dihydro-2H,7H-spiro[furo[2,3-e]isoindole-3,4'-piperidin]-7-yl)piperidine-2,6-dione